3-(trifluoromethylthio)benzonitrile FC(SC=1C=C(C#N)C=CC1)(F)F